diethyl 2-(3-(benzyloxy) propyl)-2-methylmalonate C(C1=CC=CC=C1)OCCCC(C(=O)OCC)(C(=O)OCC)C